OC1=C(C=O)C=C(C=C1OC)C=1C=NN(C1)CC1=CC=C(C=C1)OC 2-hydroxy-3-methoxy-5-(1-(4-methoxybenzyl)-1H-pyrazol-4-yl)benzaldehyde